3-(2-{[(1-Methyl-1H-imidazol-2-yl)methyl]amino}propyl)-2-thioxo-1,2,3,7-tetrahydro-6H-purin-6-one CN1C(=NC=C1)CNC(CN1C(NC(C=2NC=NC12)=O)=S)C